N-((R)-8-(5-((5-chloro-4-oxo-3,4-dihydroquinazolin-6-yl)thio)pyrazin-2-yl)-8-azaspiro[4.5]decan-1-yl)-2-methylpropane-2-sulfinamide ClC1=C2C(NC=NC2=CC=C1SC=1N=CC(=NC1)N1CCC2(CCC[C@H]2NS(=O)C(C)(C)C)CC1)=O